NC=1C=C(C=2C=CC3=C(C=C(C=4C=CC1C2C43)S(=O)(=O)O)S(=O)(=O)O)S(=O)(=O)O.NC=4C=C(C=3C=CC2=C(C=C(C=1C=CC4C3C12)S(=O)(=O)O)S(=O)(=O)O)S(=O)(=O)O 8-aminopyrene-1,3,6-trisulfonic acid (8-aminopyrene-1,3,6-trisulfonate)